2-(difluoromethyl)-5-(5-fluoro-6-((4-phenyl-1H-1,2,3-triazol-1-yl)methyl)pyridin-3-yl)-1,3,4-oxadiazole FC(C=1OC(=NN1)C=1C=NC(=C(C1)F)CN1N=NC(=C1)C1=CC=CC=C1)F